N1=C(C=CC=C1)SSCCNC(OC[C@H]1O[C@H]([C@@H]2OC(O[C@@H]21)(C)C)N2C=NC(=C2N)C(N)=O)=O ((3aR,4R,6R,6aR)-6-(5-amino-4-carbamoyl-1H-imidazol-1-yl)-2,2-dimethyltetrahydrofuro[3,4-d][1,3]dioxol-4-yl)methyl (2-(pyridin-2-yldisulfaneyl)ethyl)carbamate